tert-butyl 4-(methoxy(methyl)carbamoyl)indoline-1-carboxylate CON(C(=O)C1=C2CCN(C2=CC=C1)C(=O)OC(C)(C)C)C